C(=O)(C=C)CCC acrylpropane